2-(5-bromo-2-pyridylazo)-5-diethylaminophenol BrC=1C=CC(=NC1)N=NC1=C(C=C(C=C1)N(CC)CC)O